2-amino-N-((6-cyano-3-pyridazinyl)methyl)-N-((1R)-1-(3-fluoro-2-pyridinyl)ethyl)-3-methyl-6-quinolinecarboxamide NC1=NC2=CC=C(C=C2C=C1C)C(=O)N([C@H](C)C1=NC=CC=C1F)CC=1N=NC(=CC1)C#N